2-(2,3-difluoro-4-(4-methylpiperazin-1-yl)phenyl)-N4-(1-(methylsulfonyl)indolin-7-yl)-7H-pyrrolo[2,3-d]pyrimidine-2,4-diamine FC1=C(C=CC(=C1F)N1CCN(CC1)C)C1(N=C(C2=C(N1)NC=C2)NC=2C=CC=C1CCN(C21)S(=O)(=O)C)N